((4-fluorophenyl)ethynyl)-N-(imidazo[1,2-a]pyridin-7-ylmethyl)benzamide FC1=CC=C(C=C1)C#CC1=C(C(=O)NCC2=CC=3N(C=C2)C=CN3)C=CC=C1